C(C)=O Ethanone